4-Fluoro-3-methyl-Anisole FC1=C(C=C(C=C1)OC)C